FC1=CC=C(C=C1)N1C(=C(C2=C(C=CC=C12)O)C1=CC=C(C(=O)O)C=C1)C1CN(CCC1)S(=O)(=O)C 4-[1-(4-fluorophenyl)-4-hydroxy-2-(1-methylsulfonyl-3-piperidinyl)indol-3-yl]Benzoic acid